5-acetoxy-5-phenyl-penta-2,3-dienoic acid ethyl ester C(C)OC(C=C=CC(C1=CC=CC=C1)OC(C)=O)=O